F[P-](F)(F)(F)(F)F.CC1(C/2=[N+](C3=CC=CC=C13)CCC\C2=C/C=2C=NC1=CC=CC=C1C2)C (E)-10,10-dimethyl-9-(quinolin-3-ylmethylene)-7,8,9,10-tetrahydro-6H-pyrido[1,2-a]indolium hexafluorophosphate